NC=1OC2=C(N1)C=C(C=C2)C=2N=C(N1C2C(=NC=C1)N)C(C)C 1-(2-aminobenzo[d]oxazol-5-yl)-3-isopropylimidazo[1,5-a]pyrazin-8-amine